5-{2-cyclopropyl-5h,6h,7h,8h-pyrido[4,3-d]pyrimidine-6-carbonyl}-6-methyl-N-(1-methylcyclopropyl)furo[2,3-d]pyrimidin-4-amine C1(CC1)C=1N=CC2=C(N1)CCN(C2)C(=O)C2=C(OC=1N=CN=C(C12)NC1(CC1)C)C